NC=1C=2C3=C(NC2C(=C(C1)Cl)Cl)CCNC(C3)=O 10-amino-7,8-dichloro-3,4,5,6-tetrahydroazepino[4,5-b]indol-2(1H)-one